[2-[1-(2-ethylsulfanyl-3,6-dimethyl-4-oxo-chromen-8-yl)ethylamino]phenyl]sulfonylacetamide C(C)SC=1OC2=C(C=C(C=C2C(C1C)=O)C)C(C)NC1=C(C=CC=C1)S(=O)(=O)CC(=O)N